3-Bromo-N2-ethyl-benzene-1,2-diamine BrC1=C(C(=CC=C1)N)NCC